C(CCCCC)OCCN(CCOCCCCCC)CCOCCCCCC tris(2-(hexyloxy)ethyl)-amine